tert-Butyl N-[4-[tert-butoxycarbonyl(methyl)sulfamoyl]-2-[1-(1-cyanocyclopropyl)triazol-4-yl]phenyl]-N-[[4-(trifluoromethyl)phenyl]methyl]carbamate C(C)(C)(C)OC(=O)N(S(=O)(=O)C1=CC(=C(C=C1)N(C(OC(C)(C)C)=O)CC1=CC=C(C=C1)C(F)(F)F)C=1N=NN(C1)C1(CC1)C#N)C